3-(3-(1-(9-((4,6-Difluoro-1H-indol-5-yl)oxy)-5,6-dihydroimidazo[2,1-a]isoquinolin-3-yl)ethyl)-2-fluorophenyl)propanoic acid FC1=C2C=CNC2=CC(=C1OC1=CC=C2CCN3C(C2=C1)=NC=C3C(C)C=3C(=C(C=CC3)CCC(=O)O)F)F